C(C)N(C(C1=CC=C(C=C1)N1CCN(CC1)C(C)C1=CC=C(C=C1)C=1C=NC=C(C1)O)=O)CC N,N-Diethyl-4-[4-[1-[4-(5-hydroxypyridin-3-yl)phenyl]ethyl]piperazin-1-yl]benzamide